(4-(2-chlorophenyl)thiazol-2-yl)-5-(4-(1-methylpyrrolidine-3-carbonyl)piperazin-1-yl)picolinamide ClC1=C(C=CC=C1)C=1N=C(SC1)C=1C(=NC=C(C1)N1CCN(CC1)C(=O)C1CN(CC1)C)C(=O)N